FC(C(=O)O)(F)F.FC(C(=O)O)(F)F.ClC1=CC=2C3=C(C(=NC2C(=C1C=1C=CC(=C2C=CC=NC12)F)F)N1CC(C1)N(C)C)C=NN3[C@@H]3C[C@H](NCC3)CC#N 2-((2S,4S)-4-(8-chloro-4-(3-(dimethylamino)azetidin-1-yl)-6-fluoro-7-(5-fluoroquinolin-8-yl)-1H-pyrazolo[4,3-c]quinolin-1-yl)piperidin-2-yl)acetonitrile bis(2,2,2-trifluoroacetate)